methyl 1-[(S)-(4-bromo-5-fluoro-2-methoxyphenyl){[(S)-2-methylpropane-2-sulfinyl]amino}methyl]cyclopentane-1-carboxylate BrC1=CC(=C(C=C1F)[C@@H](C1(CCCC1)C(=O)OC)N[S@@](=O)C(C)(C)C)OC